FC1=CN=CC2=C1N=CN=C2N2CCCC1(CCO1)C2 8-fluoro-4-(1-oxa-8-azaspiro[3.5]nonan-8-yl)pyrido[4,3-d]pyrimidin